6-butyl-5-(2,6-dimethoxyphenyl)-3-(4-phenylpiperazine-1-carbonyl)pyridine-2,4-diol C(CCC)C1=C(C(=C(C(=N1)O)C(=O)N1CCN(CC1)C1=CC=CC=C1)O)C1=C(C=CC=C1OC)OC